N-ethyl-4-phenyl-oxazole bromide salt [Br-].C(C)N1COC=C1C1=CC=CC=C1